N-(4-(1-ethyl-1H-pyrazol-5-yl)phenyl)-4-((8-methyl-2,3-dihydro-1H-pyrido[2,3-b][1,4]oxazin-7-yl)amino)-2-oxo-1,2-dihydropyridine-3-carboxamide C(C)N1N=CC=C1C1=CC=C(C=C1)NC(=O)C=1C(NC=CC1NC1=C(C2=C(OCCN2)N=C1)C)=O